C(C)(CC)C1C(NC2=C(CN1C(=O)N)C=C(C=C2)C2CC2)=O 3-(sec-butyl)-7-cyclopropyl-2-oxo-1,2,3,5-tetrahydro-4H-benzo[1,4]diazepine-4-carboxamide